methylpyrrolidine-3-carbonitrile CN1CC(CC1)C#N